BrC=1C=C2C(=NC1)C(C(N2C2CC(C2)(C#N)N2C[C@@H]1[C@H](C2)COC1)=O)(C)C 3-(6-bromo-3,3-dimethyl-2-oxo-2,3-dihydro-1H-pyrrolo[3,2-b]pyridin-1-yl)-1-((3aR,6aS)-tetrahydro-1H-furo[3,4-c]pyrrol-5(3H)-yl)cyclobutane-1-carbonitrile